FC1=C(C=CC=C1OC)C1=C(N=C(C=2N1N=CC2)N2CCC1(CC2)[C@@H](C=2C(=NC=CC2)C1)N)C (5S)-1'-[7-(2-fluoro-3-methoxy-phenyl)-6-methyl-pyrazolo[1,5-a]pyrazin-4-yl]spiro[5,7-dihydrocyclopenta[b]pyridine-6,4'-piperidine]-5-amine